3-(5-methoxy-pyridin-2-yl)-N-(5-(tetrahydro-2H-pyran-4-yloxy)pyridin-2-yl)-1,2,4-thiadiazol-5-amine COC=1C=CC(=NC1)C1=NSC(=N1)NC1=NC=C(C=C1)OC1CCOCC1